C(CCCC)S(=O)(=O)[O-] pentane-1-sulfonate